(2R,3S)-3-((5-fluoro-2-(2-((2-hydroxyethyl)carbamoyl)-7-methylquinoxalin-5-yl)benzo[d]thiazol-6-yl)oxy)butan-2-yl (2-methylpyrimidin-5-yl)carbamate CC1=NC=C(C=N1)NC(O[C@H](C)[C@H](C)OC1=CC2=C(N=C(S2)C2=C3N=CC(=NC3=CC(=C2)C)C(NCCO)=O)C=C1F)=O